C1(CC1)NC(C([C@H](C[C@H]1C(NCC1)=O)NC([C@H](CC(C)C)NC(OC(CC1=CC(=CC=C1)Cl)C1=CC(=CC=C1)Cl)=O)=O)O)=O 1,2-bis(3-chlorophenyl)ethyl ((2S)-1-(((2S)-4-(cyclopropylamino)-3-hydroxy-4-oxo-1-((S)-2-oxopyrrolidin-3-yl)butan-2-yl)amino)-4-methyl-1-oxopentan-2-yl)carbamate